ClC=1C(=C2C=NNC2=C(C1F)N[C@@H]1C[C@@H](CC1)O)C=1N=CC=2N(C1)C=C(N2)NC(=O)C2C(C2)F N-(6-(5-chloro-6-fluoro-7-(((1S,3R)-3-hydroxycyclopentyl)amino)-1H-indazol-4-yl)imidazo[1,2-a]pyrazin-2-yl)-2-fluorocyclopropane-1-carboxamide